FC(C=1C=C(C(=O)C2=CC(=C3C=C(C=CN23)C(=O)OC(C)C)C(=O)OCC)C=C(C1)C(F)(F)F)(F)F 1-Ethyl 7-isopropyl 3-(3,5-bis(trifluoromethyl)benzoyl)indolizine-1,7-dicarboxylate